C(C)(C)(C)OC(=O)N1CCN(CC1)C1=C(C=C(C=C1)C=1C=C(C2=CN(N=C2C1)C(C(NC=1SC=CN1)=O)C1=C2N(C=N1)CCC2)Cl)Cl 4-(2-chloro-4-(4-chloro-2-(1-(6,7-dihydro-5H-pyrrolo[1,2-c]imidazol-1-yl)-2-oxo-2-(thiazol-2-ylamino)ethyl)-2H-indazol-6-yl)phenyl)piperazine-1-carboxylic acid tert-butyl ester